2-(1-methylguanidino)-propanoic acid CN(C(=N)N)C(C(=O)O)C